2-(1-Methylpiperidin-2-yl)propane-1,3-diol CN1C(CCCC1)C(CO)CO